O1COC2=C1C=CC=C2NS(=O)(=O)C2=CNC1=CC(=CC=C21)C N-(1,3-benzodioxol-4-yl)-6-methyl-1H-indole-3-sulfonamide